2-((R)-(Prop-2-yn-1-yloxy)(3,4,5-trimethoxyphenyl)methyl)oxirane C(C#C)O[C@@H](C1OC1)C1=CC(=C(C(=C1)OC)OC)OC